1-(4-cyano-benzyl)-5,7-dibromo-indoline-2,3-dione C(#N)C1=CC=C(CN2C(C(C3=CC(=CC(=C23)Br)Br)=O)=O)C=C1